N1C=C(C2=CC=CC=C12)CC(=O)O 3-indoleacetic acid